5-((2,6-dichloro-N-(furan-2-ylmethyl) benzoylamino) methyl)-2-methoxyphenyl 4-butyrylaminobenzenesulfonate C(CCC)(=O)NC1=CC=C(C=C1)S(=O)(=O)OC1=C(C=CC(=C1)CN(CC=1OC=CC1)C(C1=C(C=CC=C1Cl)Cl)=O)OC